(4-methoxyphenyl methyl) pyrazole-3-carboxylate N1N=C(C=C1)C(=O)OCC1=CC=C(C=C1)OC